ethyl 5-hydroxy-6-bromopyrazolo[1,5-a]pyrimidin-3-carboxylate OC1=NC=2N(C=C1Br)N=CC2C(=O)OCC